ethyl 5-amino-3-[(1s,3r)-3-{[(1-methylcyclobutyl) carbamoyl] oxy} cyclopentyl]-1H-pyrazole-1-carboxylate NC1=CC(=NN1C(=O)OCC)[C@@H]1C[C@@H](CC1)OC(NC1(CCC1)C)=O